C(=O)(O)CCC(=S)SC(C(=O)O)C 2-{[(2-carboxyethyl)thiocarbonyl]thio}propionic acid